N-acetyl-N-(3,7-diacetyl-6-(4-(N,N-dimethylsulfamoyl)phenyl)-5-iodo-4-oxo-4,7-dihydro-3H-pyrrolo[2,3-d]pyrimidin-2-yl)pivalamide C(C)(=O)N(C(C(C)(C)C)=O)C=1N(C(C2=C(N1)N(C(=C2I)C2=CC=C(C=C2)S(N(C)C)(=O)=O)C(C)=O)=O)C(C)=O